ethyl (6R)-6-[4-(3-bromo-5-fluoro-2-pyridyl)piperazin-1-yl]-2-azaspiro[3.4]-octane-2-carboxylate BrC=1C(=NC=C(C1)F)N1CCN(CC1)[C@H]1CC2(CN(C2)C(=O)OCC)CC1